(S)-3-((6-(2-(2-methylpyridin-4-yl)oxazole-4-carboxamido)-2-morpholinooxazolo[4,5-b]pyridin-5-yl)amino)pyrrolidine-1-carboxylic acid tert-butyl ester C(C)(C)(C)OC(=O)N1C[C@H](CC1)NC1=C(C=C2C(=N1)N=C(O2)N2CCOCC2)NC(=O)C=2N=C(OC2)C2=CC(=NC=C2)C